2-[5-[5-[[(3R)-1-[(4-iodo-2,5-dimethyl-pyrazol-3-yl)methyl]-3-piperidinyl]oxy]-1-methyl-pyrazol-4-yl]-1-tetrahydropyran-2-yl-indazol-3-yl]ethynyl-triisopropyl-silane IC1=C(N(N=C1C)C)CN1C[C@@H](CCC1)OC1=C(C=NN1C)C=1C=C2C(=NN(C2=CC1)C1OCCCC1)C#C[Si](C(C)C)(C(C)C)C(C)C